tert-butyl (R)-3-(4-(3H-[1,2,3]triazolo[4,5-b]pyridin-3-yl)-2,6-difluoro-N-(8-methylisoquinolin-1-yl)benzamido)piperidine-1-carboxylate N1=NN(C2=NC=CC=C21)C2=CC(=C(C(=O)N(C1=NC=CC3=CC=CC(=C13)C)[C@H]1CN(CCC1)C(=O)OC(C)(C)C)C(=C2)F)F